1-(1-(4-fluorophenyl)propyl)piperazine FC1=CC=C(C=C1)C(CC)N1CCNCC1